[Si-].[Si-].[Sr+2] Strontium silicide